COC1=C(C=CC(=C1)OC)CN(C(CCCN(C)C)=O)CC(C(CO)O)O N-[(2,4-dimethoxyphenyl)methyl]-4-(dimethylamino)-N-(2,3,4-trihydroxybutyl)butyramide